C1=CC=CC=2C3=CC=CC=C3C(C12)COC(=O)N[C@H](C(=O)N[C@H](C(=O)NC=1C=CC(=C(C1)S(=O)(=O)O)CO)C)C(C)C 5-[[(2S)-2-[[(2S)-2-(9H-fluoren-9-ylmethoxycarbonyl-amino)-3-methyl-butyryl]amino]propionyl]amino]-2-(hydroxymethyl)benzenesulfonic acid